ethyl 3-[6-(6-cyclopentyloxy-pyridin-2-yl)-chroman-2-yl]-propionate C1(CCCC1)OC1=CC=CC(=N1)C=1C=C2CCC(OC2=CC1)CCC(=O)OCC